N1=NN=NN=NN=NN=CC=C(C=CC=CC=CC=CC=CC=CC=CC=CC=CC=C1)C(=O)N nonaazacyclodotriacontine-12-carboxamide